1-([1,4'-bipiperidin]-4-yl)-3-(3-fluoro-4-phenoxyphenyl)-1H-pyrazolo[3,4-d]pyrimidin-4-amine N1(CCC(CC1)N1N=C(C=2C1=NC=NC2N)C2=CC(=C(C=C2)OC2=CC=CC=C2)F)C2CCNCC2